1-[4-(2-hydroxyethoxy)phenyl]-2-hydroxy-2-methyl-1-butanone OCCOC1=CC=C(C=C1)C(C(CC)(C)O)=O